CN1N=CC(=C1)C1=CC=C2CNC(C2=C1)=O 6-(1-methyl-1H-pyrazol-4-yl)isoindolin-1-one